4-Bromo-3-cyano-benzenesulfonyl chloride BrC1=C(C=C(C=C1)S(=O)(=O)Cl)C#N